trimethylstearyl-benzyl chloride CC=1C(=C(C(CCCCCCCCCCCCCCCCCC)(C)Cl)C=CC1)C